4-((6-methoxy-2-(4-methoxyphenyl)benzo[b]selenophen-3-yl)oxy)phenol COC=1C=CC2=C([Se]C(=C2OC2=CC=C(C=C2)O)C2=CC=C(C=C2)OC)C1